S(OC1=C(C=CC=C1)[N+](=O)[O-])(=O)(=O)F 2-nitrophenyl sulfurofluoridate